CC=1C=C(C=CC1N1N=NN=C1)S(=O)(=O)NCCC=1C=C(C=CC1)C 3-Methyl-4-tetrazol-1-yl-N-(2-m-tolyl-ethyl)-benzenesulfonamide